C(#N)C=1C=NC(=NC1)[C@H](C)NC(CN1C(NC2=CC=CC(=C2C1=O)F)=O)=O (S)-N-(1-(5-cyanopyrimidin-2-yl)ethyl)-2-(5-fluoro-2,4-dioxo-1,4-dihydroquinazolin-3(2H)-yl)acetamide